sodium tritylphosphine C(C1=CC=CC=C1)(C1=CC=CC=C1)(C1=CC=CC=C1)P.[Na]